ClC=1NC(C2=C(N1)N(N=C2)C2=CC=CC=C2)=O 6-chloro-1-phenyl-1,5-dihydro-4H-pyrazolo[3,4-d]pyrimidin-4-one